4-[1-(methoxymethyl)-2,2-dimethyl-3-bicyclo[3.1.0]hexyl]-2-methyl-but-2-enal COCC12C(C(CC2C1)CC=C(C=O)C)(C)C